FC1=C(C=C)C=CC=C1F 2,3-difluorostyrene